3-(3,4-methylenedioxyphenyl)serine C1OC=2C=C(C=CC2O1)C([C@H](N)C(=O)O)O